O=C1N(CCC(N1)=O)C1=NN(C2=CC(=CC=C12)C1CCN(CC1)CC1(CCN(CC1)C1=C(C#N)C=CC=C1)O)C 2-(4-((4-(3-(2,4-dioxotetrahydropyrimidin-1(2H)-yl)-1-methyl-1H-indazol-6-yl)piperidin-1-yl)methyl)-4-hydroxypiperidin-1-yl)benzonitrile